nonyl 3-((4-((4-decylphenyl)amino)-4-iminobutyl)thio)propanoate C(CCCCCCCCC)C1=CC=C(C=C1)NC(CCCSCCC(=O)OCCCCCCCCC)=N